BrC1=CC(=CC=2N=C3COC[C@H](N3C21)CO)C(=O)NC2=CC=C(C=C2)OC(F)(F)Cl (R)-6-bromo-N-(4-(chlorodifluoromethoxy)phenyl)-4-(hydroxymethyl)-3,4-dihydro-1H-benzo[4,5]imidazo[2,1-C][1,4]oxazine-8-carboxamide